methyl-3-(pyridin-2-yl)-1-(4-(trifluoromethyl)phenyl)-1H-indole-5-sulfonamide CC=1N(C2=CC=C(C=C2C1C1=NC=CC=C1)S(=O)(=O)N)C1=CC=C(C=C1)C(F)(F)F